FC(I1OC(C2=C1C=CC=C2)=O)(F)F 1-trifluoromethyl-1,2-benziodoxol-3(1H)-one